N-(4-(hydroxymethyl)phenyl)-2-phenylacetamide OCC1=CC=C(C=C1)NC(CC1=CC=CC=C1)=O